1-[3-(difluoromethoxy)phenyl]-3,3-dimethyl-N-[(3S)-3-methyl-1,1-dioxo-thia-thiolan-3-yl]-2-oxo-pyrrolo[2,3-b]pyridine-5-carboxamide FC(OC=1C=C(C=CC1)N1C(C(C=2C1=NC=C(C2)C(=O)N[C@]2(SS(CC2)(=O)=O)C)(C)C)=O)F